(3-(benzyloxy)-5-fluorophenyl)-1-isopropyl-1H-pyrazolo[3,4-d]pyrimidin-4-amine C(C1=CC=CC=C1)OC=1C=C(C=C(C1)F)C1=NN(C2=NC=NC(=C21)N)C(C)C